3-((2-chloropyrimidin-4-yl)(methyl)amino)cyclopentan-1-ol ClC1=NC=CC(=N1)N(C1CC(CC1)O)C